(3S,6S,10aS)-3-((3R,4S)-3-cyano-4-(2-oxo-1,2-dihydropyridin-4-yl)pyrrolidine-1-carbonyl)-5-oxodecahydropyrrolo[1,2-a]azocin C(#N)[C@H]1CN(C[C@@H]1C1=CC(NC=C1)=O)C(=O)[C@@H]1CC[C@H]2N1C(CCCCC2)=O